C(=O)C=1C(=CC(=NC1)N1CCN(CC1)C(=O)OC(C)(C)C)C tert-butyl 4-(5-formyl-4-methylpyridin-2-yl)piperazine-1-carboxylate